(5aR,8aS)-8,8-dimethyl-5a,6,8,8a-tetrahydrofuro[3,4-b]pyrrolo[3',2':5,6]pyrido[3,2-e][1,4]oxazin CC1(OC[C@@H]2[C@@H]1OC=1C(=N2)C=C2C(N1)=NC=C2)C